C1=CC=C(C=2SC3=C(C21)C=CC=C3)C3=CC=C(C=C3)N(C3=CC=C(C=C3)C3=CC=CC=C3)C3=CC=CC=C3 N-[4-(dibenzothiophen-4-yl)phenyl]-N-phenyl-4-Biphenylamine